C(C)(C)(C)C1=CC=C(C=C1)S(=O)(=O)/C=C/CNC(=O)C=1C(NC=2CCCCC2C1)=O N-[(2E)-3-(4-tert-butylbenzenesulfonyl)prop-2-en-1-yl]-2-oxo-1,2,5,6,7,8-hexahydroquinoline-3-carboxamide